4-(7-(1-methyl-1H-pyrazol-3-yl)-2-(methylthio)pyrazolo[1,5-a][1,3,5]triazin-4-yl)morpholine CN1N=C(C=C1)C1=NN2C(N=C(N=C2N2CCOCC2)SC)=C1